CC/C=C\\CC(/C=C/C=C\\C/C=C\\C/C=C\\C/C=C\\CCC(=O)[O-])O The molecule is a hydroxydocosahexaenoate that is the conjugate base of (4Z,7Z,10Z,13Z,15E,19Z)-17-hydroxydocosahexaenoic acid, arising from deprotonation of the carboxy group; major species at pH 7.3. It is a conjugate base of a (4Z,7Z,10Z,13Z,15E,19Z)-17-hydroxydocosahexaenoic acid.